C(C=C(C)CCC=C(C)CCC=C(C)C)OC1=C(C=C(C=C1)CCC(=O)O)O 3-(4-farnesyloxy-3-hydroxyphenyl)-propionic acid